4,4-dimethyl-3a,4,5,6-tetrahydro-3H-cyclopenta[c]isoxazole CC1(CCC2=NOCC21)C